C(C)OC(=O)N1CC2(CC(C2)N2CCC(CC2)N(CC(F)F)C(C)=O)CC1 2-{4-[acetyl-(2,2-difluoroethyl)amino]piperidin-1-yl}-6-azaspiro[3.4]octane-6-carboxylic acid ethyl ester